4-iodopentyl ethoxymethyl ether C(C)OCOCCCC(C)I